CCCCCCCC(=O)OC Methyl n-Octanoate